2-(2-(2-Aminopyridin-3-yl)-3-(4-(chloromethyl)phenyl)-3H-imidazo[4,5-b]pyridin-5-yl)isonicotinonitrile NC1=NC=CC=C1C1=NC=2C(=NC(=CC2)C=2C=C(C#N)C=CN2)N1C1=CC=C(C=C1)CCl